11-chloro-8-oxa-3,5-diazatricyclo[7.4.0.02,7]tridec-1(13),2(7),9,11-tetraene-4,6-dione ClC=1C=C2OC=3C(NC(NC3C2=CC1)=O)=O